C(C)C=1C=C(NC2(CCC2)C#N)C=CC1O 1-(3-ethyl-4-hydroxy-anilino)cyclobutanecarbonitrile